(S)-7-chloro-5-(2-methylazetidin-1-yl)pyrido[3,4-b]pyrazine-2-carbonitrile ClC1=CC=2C(=NC=C(N2)C#N)C(=N1)N1[C@H](CC1)C